2-[4-[2-[bis(carboxymethyl)amino]-5-(4-nitrophenyl)pentyl]-7-(carboxymethyl)-1,4,7-triazonan-1-yl]acetic acid C(=O)(O)CN(C(CN1CCN(CCN(CC1)CC(=O)O)CC(=O)O)CCCC1=CC=C(C=C1)[N+](=O)[O-])CC(=O)O